FC1=C(CC=2C=3N(C=C(N2)C2=NC(=NN2)C(F)(F)F)C=CN3)C=CC=C1 8-(2-FLUOROBENZYL)-6-(3-(TRIFLUOROMETHYL)-1H-1,2,4-TRIAZOL-5-YL)IMIDAZO[1,2-a]PYRAZINE